C1(C=2C(C(=O)O1)=CC=CC2)=N phthalic acid anhydride imide